7-(PYRIDIN-4-YL)-1H-INDOLE-3-CARBALDEHYDE N1=CC=C(C=C1)C=1C=CC=C2C(=CNC12)C=O